1-phenoxy-4-(3-prop-2-enoxypropoxy)benzene O(C1=CC=CC=C1)C1=CC=C(C=C1)OCCCOCC=C